BrC1=NC=CC(=C1)OC1=CC=C(C=C1)N1N=CN(C1=O)CC1=C(C=CC=C1F)F 2-{4-[(2-bromopyridin-4-yl)oxy]phenyl}-4-[(2,6-difluorophenyl)methyl]-1,2,4-triazol-3-one